FC1=C(C(=CC=C1)OC)C1=C(C=NC(=C1)C)C(=O)NC=1SC(=NN1)C(NCCO)=O 4-(2-fluoro-6-methoxyphenyl)-N-{5-[(2-hydroxyethyl)carbamoyl]-1,3,4-thiadiazol-2-yl}-6-methylpyridine-3-carboxamide